2-{2-bromo-7-cyclopropylpyrazolo[1,5-a]pyrimidine-5-carbonyl}-6-fluoro-1-methyl-1,2,3,4-tetrahydroisoquinoline BrC1=NN2C(N=C(C=C2C2CC2)C(=O)N2C(C3=CC=C(C=C3CC2)F)C)=C1